4-(bromomethyl)-3-chloro-5-(difluoromethyl)-1-ethyl-1H-pyrazole BrCC=1C(=NN(C1C(F)F)CC)Cl